CN1CCN(CC1)C(C(=O)NC=1C=CC=C2C(=CNC12)C1=CC=NC=C1)C 4-(7-(2-(4-methylpiperazin-1-yl)propanamido)-1H-indol-3-yl)pyridin